2-amino-5-chloro-3-(4-isopropylpiperazin-1-yl)benzonitrile NC1=C(C#N)C=C(C=C1N1CCN(CC1)C(C)C)Cl